3-methoxy-1,4-dimethyl-6,7-dihydro-5H-cyclopenta[c]pyridine-6-carbaldehyde COC1=C(C2=C(C(=N1)C)CC(C2)C=O)C